N1N=C(N=C1)C=1OC=NN1 1,2,4-triazolyl-1,3,4-oxadiazole